CC1=C(C=C(C(=O)O)C=C1)NC=1SC=C(N1)C 4-Methyl-3-((4-methylthiazol-2-yl)amino)benzoic acid